CN(CC#CC1=CC(=C(OCCCN2CSC=C2C(=O)O)C=C1)F)C 3-{4-[3-(dimethylamino)prop-1-yn-1-yl]-2-fluorophenoxylpropyl}-1,3-thiazole-4-carboxylic acid